C(C)OC(=O)N1CC2(C1)CC(CC2)N2CCN(CC2)C2=NC=CC=C2C=2C=NC=NC2 6-{4-[3-(pyrimidin-5-yl)pyridin-2-yl]piperazin-1-yl}-2-azaspiro[3.4]octane-2-carboxylic acid ethyl ester